propyltriethoxysilyl-succinic anhydride C(CC)C1(C(=O)OC(C1)=O)[Si](OCC)(OCC)OCC